methyl 2-((1r,4r)-4-(4-(tert-butoxycarbonyl) piperazin-1-yl) cyclohexyl)-2H-indazole-6-carboxylate C(C)(C)(C)OC(=O)N1CCN(CC1)C1CCC(CC1)N1N=C2C=C(C=CC2=C1)C(=O)OC